trifluoromethoxyl-piperazine FC(ON1CCNCC1)(F)F